FC=1C=C2CC(CC2=CC1F)SC=1N=NNC1C(=O)O 4-((5,6-difluoro-2,3-dihydro-1H-inden-2-yl)thio)-1H-1,2,3-triazole-5-carboxylic acid